S(OC1=CC=C(C=C1)OCC1=CC(=CC=C1)N1N=CN=C1)(=O)(=O)F 4-((3-(1H-1,2,4-triazol-1-yl)benzyl)oxy)phenyl sulfurofluoridate